4-Cyclopropyl-5-fluoropyrimidine-2-carbonitrile C1(CC1)C1=NC(=NC=C1F)C#N